FC1(C2CC(CC12)C1=NC2=NC=NC(=C2N1)C(=O)NCC1=CC(=CC(=C1)C=1C=NN(C1)C)F)F 8-(6,6-Difluoro-bicyclo[3.1.0]hexane-3-yl)-N-(3-fluoro-5-(1-methyl-1H-pyrazol-4-yl)benzyl)-7H-purine-6-carboxamide